methyl 5,6-dimethyl-3-(pyrimidin-2-yl)picolinate CC=1C=C(C(=NC1C)C(=O)OC)C1=NC=CC=N1